1-(3-(4-(2-chloro-5-fluorophenyl)piperidine-1-carbonyl)-1,4,5,7-tetrahydro-6H-pyrazolo[3,4-c]pyridin-6-yl)ethan-1-one Menthyl-trans-1,2-dimethylcyclopropanecarboxylate C1(CC(C(CC1)C(C)C)OC(=O)[C@]1([C@@H](C1)C)C)C.ClC1=C(C=C(C=C1)F)C1CCN(CC1)C(=O)C1=NNC=2CN(CCC21)C(C)=O